3-chloro-2-(5-(2,6-difluorophenyl)-4-methyl-4H-1,2,4-triazol-3-yl)-6-(methoxy-d3)pyridine ClC=1C(=NC(=CC1)OC([2H])([2H])[2H])C1=NN=C(N1C)C1=C(C=CC=C1F)F